FC1=CC=C(C=C1)C=CC(=O)N[C@@H](C)C1=CC(=CC=C1)N1CC(OCC1)C (S)-3-(4-Fluoro-phenyl)-N-{1-[3-(2-methyl-morpholin-4-yl)-phenyl]-ethyl}-acrylamide